4-(3,5-Dimethoxybenzyl)-9-(4-fluoro-2-methylphenyl)-7-((2-iminopyridin-1(2H)-yl)methyl)-3,4-dihydrobenzo[f][1,4]oxazepin-5(2H)-one COC=1C=C(CN2CCOC3=C(C2=O)C=C(C=C3C3=C(C=C(C=C3)F)C)CN3C(C=CC=C3)=N)C=C(C1)OC